C(CCCCCCCC)(=O)N[C@@H](CS)C(=O)O N-nonanoyl-cysteine